(6-(3-chloro-2-fluoropyridin-4-yl)-6-oxohex-1-en-3-yl)carbamic acid tert-butyl ester C(C)(C)(C)OC(NC(C=C)CCC(=O)C1=C(C(=NC=C1)F)Cl)=O